OC(C=1C=C(C=CC1)CCC(=O)OC)C1=CN=C(N1)C1=CC(=CC=C1)OC=1C(=C2C=CNC2=CC1)C=C methyl 3-(3-(hydroxy(2-(3-((4-vinyl-1H-indol-5-yl)oxy)phenyl)-1H-imidazol-5-yl)methyl)phenyl)propanoate